tert-butyl (1R,2S,5S)-6,6-dimethyl-3-azabicyclo[3.1.0]hexane-2,3-dicarboxylate CC1([C@H]2CN([C@@H]([C@@H]12)C(=O)OC(C)(C)C)C(=O)[O-])C